2-(5-((E)-((1R,5S)-8-azabicyclo[3.2.1]octan-3-ylidene)methyl)pyrazin-2-yl)-5-(1H-imidazol-1-yl)phenol [C@H]12CC(C[C@H](CC1)N2)=CC=2N=CC(=NC2)C2=C(C=C(C=C2)N2C=NC=C2)O